N1=C(C=NC=C1)C(C)(C1=NC=CN=C1)N1C=CC2=C(C=C(C=C12)C1=CN(C=2C(NC=CC21)=O)C)NC(CC)=O N-(1-(1,1-di(pyrazin-2-yl)ethyl)-6-(1-methyl-7-oxo-6,7-dihydro-1H-pyrrolo[2,3-c]pyridin-3-yl)-1H-indol-4-yl)propionamide